C(C)(C)(C)C=1CC(N(N1)C1CCC(CC1)(F)F)=O 5-tert-butyl-2-(4,4-difluorocyclohexyl)-4H-pyrazol-3-one